N1C=C(C2=CC=CC=C12)C=NN 3-indoleformaldehyde hydrazone